C(C=C)N1C=CC=C1 allyl-1H-pyrrole